3-(Dimethylamino)pyridinecarbonitrile CN(C=1C(=NC=CC1)C#N)C